3,5-dimethoxy-4-n-propylthiophenethylamine COC=1C=C(CCN)C=C(C1SCCC)OC